1-[(2R,4S,5R)-4-[(tert-butyldimethylsilyl)oxy]-5-{[(tert-butyldimethylsilyl)oxy]methyl}-5-ethenyloxolan-2-yl]-3H-pyrimidine-2,4-dione [Si](C)(C)(C(C)(C)C)O[C@H]1C[C@@H](O[C@]1(C=C)CO[Si](C)(C)C(C)(C)C)N1C(NC(C=C1)=O)=O